2-(3-methyl-phenylethynyl)benzyl alcohol CC=1C=C(C=CC1)C#CC1=C(CO)C=CC=C1